C(C)(=O)NCCOCCOCCNC(C1=CC(=C(C=C1)NC1=CC=C(C=C1)C(F)(F)F)C=1N=NN(N1)C)=O N-(2-(2-(2-acetamidoethoxy)ethoxy)ethyl)-3-(2-methyl-2H-tetrazol-5-yl)-4-((4-(trifluoromethyl)phenyl)amino)benzamide